3-(3-bromophenyl)-1-(4-fluoro-2-methylphenyl)-7-(trifluoromethyl)-2,3-dihydroquinazolin-4(1H)-one BrC=1C=C(C=CC1)N1CN(C2=CC(=CC=C2C1=O)C(F)(F)F)C1=C(C=C(C=C1)F)C